ClC=1C=C(C(=NC1)C=1C=NC(=CC1)C)C1=CC=C(C=C1)S(=O)(=O)C 5-chloro-2-(6-methylpyridin-3-yl)-3-(4-methylsulfonylphenyl)pyridine